C1(=CC=CC=C1)C(C)(C)OC(C1=C(C=CC(=C1)I)O)=O 2-phenylpropan-2-yl-2-hydroxy-5-iodobenzoate